NC1=NC=NN2C1=C(C=C2C=2C=C(C(=NC2)C)C(=O)N[C@@H]2CN(C[C@@H]2C)C(=O)C2CCC(CC2)(F)F)C(F)(F)F 5-[4-amino-5-(trifluoromethyl)pyrrolo[2,1-f][1,2,4]triazin-7-yl]-N-[(3S,4S)-1-(4,4-difluorocyclohexanecarbonyl)-4-methylpyrrolidin-3-yl]-2-methylpyridine-3-carboxamide